di(m-chlorophenyl)methylene(cyclopentadienyl)(2,7-diphenyl-3,6-ditert-butylfluorenyl)zirconium dichloride [Cl-].[Cl-].ClC=1C=C(C=CC1)C(=[Zr+2](C1=C(C(=CC=2C3=CC(=C(C=C3CC12)C1=CC=CC=C1)C(C)(C)C)C(C)(C)C)C1=CC=CC=C1)C1C=CC=C1)C1=CC(=CC=C1)Cl